C(C)(C)(C)OC(=O)N1C(CC1)(C=1N=NC=CC1)C1=C(C=C(C=C1)C1=CC2=CN(N=C2C(=C1)C)C)OCOC [4-(2,7-dimethyl-2H-indazol-5-yl)-2-(methoxymethoxy)phenyl]-pyridazin-3-ylazetidine-1-carboxylic acid tert-butyl ester